N-(5-hydroxypyridin-2-yl)-4-(6-(trifluoromethyl)-pyridin-2-yl)-1,4-diazepane-1-carboxamide OC=1C=CC(=NC1)NC(=O)N1CCN(CCC1)C1=NC(=CC=C1)C(F)(F)F